ClC1=CC(=NC=N1)N1OCCC1C1=CC=CC=C1 6-chloropyrimidine-4-yl-3-phenylisoxazolidine